COC1=NC=CC2=CC(=CC=C12)C(=O)O 1-methoxyisoquinoline-6-carboxylic acid